C1(=CC=CC=C1)[Ir] phenyl-Iridium